C(CCCCCCCCCCCCCCC)O[C@@H](COCOCC[N+](C)(C)C)COCCCCCCCCCCCCCCCC |r| rac-[2-(2,3-dihexadecyloxypropyloxymethyloxy)ethyl]-trimethylammonium